C(CCCCCCCCCCC(=O)[O-])(=O)OCC1=CC=CC=C1 mono-benzyl dodecanedioate